2-oxoethyl-1,3-benzoxazol-2(3H)-one O=CCN1C(OC2=C1C=CC=C2)=O